tricyclo[5.2.1.02,6]decane-8-carboxylic acid C12C3CCCC3C(C(C1)C(=O)O)C2